C(C)(C)(C)OC(=O)N1CC2(CCN(C2)C=2C=CC=C3C(=NN(C23)C)C2C(NC(CC2)=O)=O)CCC1 tert-butyl-2-(3-(2,6-dioxopiperidin-3-yl)-1-methyl-1H-indazol-7-yl)-2,7-diazaspiro[4.5]decane-7-carboxylate